N-(4-methyl-3-(2-(oxazol-2-ylamino)-8,9-dihydroimidazo[1',2':1,6]pyrido[2,3-d]pyrimidin-6-yl)phenyl)-4-(trifluoromethyl)pyridineamide CC1=C(C=C(C=C1)NC(=O)C1=NC=CC(=C1)C(F)(F)F)C1=CC2=C(N=C(N=C2)NC=2OC=CN2)N2C1=NCC2